BrC(C)C 2-Bromopropane